C(C)[C@]1(C(OCC=2C(N3CC=4C(=NC=5C=C(C(=C6C5C4C(CC6)CNC(OCC6C4=CC=CC=C4C=4C=CC=CC64)=O)C)F)C3=CC21)=O)=O)O (9H-fluoren-9-yl)methyl (((9S)-9-ethyl-5-fluoro-9-hydroxy-4-methyl-10,13-dioxo-2,3,9,10,13,15-hexahydro-1H,12H-benzo[de]pyrano[3',4':6,7]indolizino[1,2-b]quinolin-1-yl)methyl)carbamate